(R)-1-(1-(3-Chloro-4-(1-hydroxyisoquinolin-8-yl)phenyl)-2-hydroxyethyl)-3-(2-ethynylthiazol-4-yl)urea ClC=1C=C(C=CC1C=1C=CC=C2C=CN=C(C12)O)[C@H](CO)NC(=O)NC=1N=C(SC1)C#C